2-(1,3-dioxoisoindol-2-yl)ethane-1-sulfonyl fluoride O=C1N(C(C2=CC=CC=C12)=O)CCS(=O)(=O)F